(Z)-N-(1H-benzo[d]imidazol-5-yl)-1-(2,6-difluoro-4-(1-(trifluoromethyl)-1H-pyrazol-4-yl)phenyl)methanimine N1C=NC2=C1C=CC(=C2)\N=C/C2=C(C=C(C=C2F)C=2C=NN(C2)C(F)(F)F)F